OC1=C(C=CC=C1)C=1C=C2C(=NN1)NC[C@@H]1N2CCN(C1)C(=O)NC1CCNCC1 (S)-2-(2-hydroxyphenyl)-N-(piperidin-4-yl)-5,6,6a,7,9,10-hexahydro-8H-pyrazino[1',2':4,5]pyrazino[2,3-c]pyridazine-8-carboxamide